1-(3-(4-chlorophenyl)isoxazol-5-yl)-2-(2,4-difluorophenyl)-1-(1H-tetrazol-1-yl)butan-2-ol ClC1=CC=C(C=C1)C1=NOC(=C1)C(C(CC)(O)C1=C(C=C(C=C1)F)F)N1N=NN=C1